[Si](C1=CC=CC=C1)(C1=CC=CC=C1)(C(C)(C)C)OCC1(CC(C1)C=1C=CC=C2C=NC(=NC12)NC1CCN(CC1)S(=O)(=O)C)C(F)F 8-(3-(((tert-butyldiphenylsilyl)oxy)methyl)-3-(difluoromethyl)cyclobutyl)-N-(1-(methylsulfonyl)piperidin-4-yl)quinazolin-2-amine